2-fluoro-3-methyl-4-((7-methyl-8-oxo-9-(tetrahydro-2H-pyran-4-yl)-8,9-dihydro-7H-purin-2-yl)amino)benzonitrile FC1=C(C#N)C=CC(=C1C)NC1=NC=C2N(C(N(C2=N1)C1CCOCC1)=O)C